N-[5-({2-[(tert-butoxycarbonyl)aminosulfonyl]-5-({5-[3-[(tert-butyldimethylsilyl)oxy]cyclopentyl]pyrimidin-2-yl}amino)phenyl}amino)pentyl]carbamate C(C)(C)(C)OC(=O)NS(=O)(=O)C1=C(C=C(C=C1)NC1=NC=C(C=N1)C1CC(CC1)O[Si](C)(C)C(C)(C)C)NCCCCCNC([O-])=O